(5-fluoro-1H-pyrrolo[3,2-b]pyridin-2-yl)(4-(2-(trifluoromethyl)phenyl)piperidin-1-yl)methanone FC1=CC=C2C(=N1)C=C(N2)C(=O)N2CCC(CC2)C2=C(C=CC=C2)C(F)(F)F